FC1=C(C(=CC=C1C(=O)C1=NNC2=NC=C(C=C21)C=2C(=NC(=NC2)C)O)F)NS(=O)(=O)CCC N-(2,6-difluoro-3-(5-(4-hydroxy-2-methylpyrimidin-5-yl)-1H-pyrazolo[3,4-b]pyridine-3-carbonyl)phenyl)propane-1-sulfonamide